2-(2,6-dioxopiperidin-3-yl)-4-(3-methyl-4-(morpholinomethyl)benzylamino)isoindoline O=C1NC(CCC1N1CC2=CC=CC(=C2C1)NCC1=CC(=C(C=C1)CN1CCOCC1)C)=O